(1-(4-(trifluoromethyl)phenyl)-1,2,3,4-tetrahydroquinolin-3-yl)methylamine FC(C1=CC=C(C=C1)N1CC(CC2=CC=CC=C12)CN)(F)F